N-methyl-N-((1S)-2,2,2-trifluoro-1-(4-(2-fluoro-8,8-dimethyl-7,8-dihydro-6H-cyclopenta[e]pyrazolo[1,5-a]pyrimidin-6-yl)phenyl)ethyl)tetrahydro-2H-thiopyran-4-carboxamide 1,1-dioxide CN(C(=O)C1CCS(CC1)(=O)=O)[C@H](C(F)(F)F)C1=CC=C(C=C1)C1CC(C2=C1C=NC=1N2N=C(C1)F)(C)C